Tert-Butyl (2S)-2-{[(1S)-1-Cyano-2-(4'-Cyanobiphenyl-4-yl)Ethyl]Carbamoyl}-1,4-Oxazepane-4-Carboxylate C(#N)[C@H](CC1=CC=C(C=C1)C1=CC=C(C=C1)C#N)NC(=O)[C@H]1OCCCN(C1)C(=O)OC(C)(C)C